FC=1C=CC(=C(C#N)C1)OC1CCOCC1 5-fluoro-2-((tetrahydro-2H-pyran-4-yl)oxy)benzonitrile